ClC1=CC(=C(OCC2=NNC(C=C2)=O)C=C1C)C1CCC1 3-[(4-chloro-2-cyclobutyl-5-methylphenoxy)methyl]-1H-pyridazin-6-one